(R)-3-(4-bromo-3-fluorophenoxy)-2-methylpropan-1,2-diol BrC1=C(C=C(OC[C@@](CO)(O)C)C=C1)F